N-(aminoethyl)aminopropyl-trimethoxysilane NCCNCCC[Si](OC)(OC)OC